(epsilone)-eicosanedioic acid C(CCCCCCCCCCCCCCCCCCC(=O)O)(=O)O